2-methyl-1-(4-(4-(1-(pentan-3-yl)-1H-pyrazol-4-yl)pyrazolo[1,5-a]pyrazin-6-yl)-1H-pyrazol-1-yl)propan-2-ol CC(CN1N=CC(=C1)C=1N=C(C=2N(C1)N=CC2)C=2C=NN(C2)C(CC)CC)(C)O